(chloromethyl)quinoline-4-carboxylate ClCOC(=O)C1=CC=NC2=CC=CC=C12